C1=CC=C(C=C1)CCC=O The molecule is a benzene which is substituted by a 3-oxopropyl group at position 1. It has a role as a flavouring agent and a plant metabolite. It is an aldehyde and a member of benzenes. It derives from a benzene.